ethyl 2-(2-(7-bromo-2-oxo-2H-chromen-3-yl)thiazol-4-yl)acetate BrC1=CC=C2C=C(C(OC2=C1)=O)C=1SC=C(N1)CC(=O)OCC